2-(3-chloro-1,2-thiazol-4-yl)-2,2-difluoroacetic acid ClC1=NSC=C1C(C(=O)O)(F)F